butylene glycol 1,4-dimethacrylate C(C(=C)C)(=O)OCCCCOC(C(=C)C)=O